(2S,3R)-1-benzoyl-2-methylpyrrolidin-3-yl 4-nitrobenzoate [N+](=O)([O-])C1=CC=C(C(=O)O[C@H]2[C@@H](N(CC2)C(C2=CC=CC=C2)=O)C)C=C1